rac-tert-butyl 4-(4-(4,7-dichloro-2-(2-ethoxy-1-((R)-6-fluoro-6,7-dihydro-5H-pyrrolo[1,2-c]imidazol-1-yl)-2-oxoethyl)-2H-indazol-6-yl)phenyl)-1,4-diazepane-1-carboxylate ClC=1C2=CN(N=C2C(=C(C1)C1=CC=C(C=C1)N1CCN(CCC1)C(=O)OC(C)(C)C)Cl)[C@@H](C(=O)OCC)C1=C2N(C=N1)C[C@@H](C2)F |&1:31|